FC=1C=C(C(NC1)=O)[N+](=O)[O-] 5-Fluoro-3-nitro-1H-pyridin-2-one